C(C1=CC=CC=C1)O[C@@H](C)C=1N(C(NN1)=O)C 5-[(1S)-1-(benzyloxy)ethyl]-4-methyl-2,4-dihydro-3H-1,2,4-triazol-3-one